3-((tetrahydro-2H-pyran-4-yl)oxy)pyridinium O1CCC(CC1)OC=1C=[NH+]C=CC1